6-chloro-3-isopropyl-N-[3-(2-pyridyl)propyl]-[1,2,4]triazolo[4,3-b]pyridazin-8-amine ClC=1C=C(C=2N(N1)C(=NN2)C(C)C)NCCCC2=NC=CC=C2